N-(3-((RS)-2-(((4-((1R,5S)-3,8-diazabicyclo[3.2.1]octan-3-yl)-8-fluoro-7-(3-hydroxynaphthalen-1-yl)quinazolin-2-yl)oxy)methyl)pyrrolidin-1-yl)propyl)acetamide [C@H]12CN(C[C@H](CC1)N2)C2=NC(=NC1=C(C(=CC=C21)C2=CC(=CC1=CC=CC=C21)O)F)OC[C@@H]2N(CCC2)CCCNC(C)=O |&1:32|